C(CCCCCCCCCCCCCCCCC)(=O)[O-].C(CCCCCCCCCCCCCCCCC)(=O)[O-].[Zr+2] Zirconium distearate